BrC1C(OC2=CC(=C(C=C2C1=O)C1CC1)O)(C)C 3-bromo-6-cyclopropyl-7-hydroxy-2,2-dimethylchroman-4-one